FC(C(=O)C1=CC(=C(C=C1)OC)OC)(F)F 2,2,2-trifluoro-1-(3,4-dimethoxyphenyl)ethanone